[Si](C)(C)(C(C)(C)C)OCC1(CN(C=2N=C(N=CC21)NC2=CC=C(C=C2)N2CCN(CC2)C)C2=CC=CC(=N2)N2C(OC[C@@H]2C)=O)C (4S)-3-[6-[5-[[tert-butyl(dimethyl)silyl]oxymethyl]-5-methyl-2-[4-(4-methyl-piperazin-1-yl)anilino]-6H-pyrrolo[2,3-d]pyrimidin-7-yl]-2-pyridyl]-4-methyl-oxazolidin-2-one